1-Methyl-2-[4-[3-(4-morpholin-4-ylphenyl)phenyl]-2H-1,2,3-triazol-5-yl]-2,3-dihydro-quinazolin-4-one CN1C(NC(C2=CC=CC=C12)=O)C=1C(=NNN1)C1=CC(=CC=C1)C1=CC=C(C=C1)N1CCOCC1